OCC(CO)O (S)-3-hydroxy-propane-1,2-diol